(4aR,8aS)-6-[6-[4-[3-(trifluoromethyl)azetidin-1-yl]sulfonylbenzyl]-2-azaspiro[3.3]heptane-2-carbonyl]-4,4a,5,7,8,8a-hexahydropyrido[4,3-b][1,4]oxazin-3-one FC(C1CN(C1)S(=O)(=O)C1=CC=C(CC2CC3(CN(C3)C(=O)N3C[C@@H]4[C@@H](OCC(N4)=O)CC3)C2)C=C1)(F)F